FC(C1(C(=CC=CC1)C1=C(C=CC=C1)C(F)(F)F)C(=O)[O-])(F)F 2,2'-bis(trifluoromethyl)-[1,1'-biphenyl]-At